FC1=C(NCC2=C(C(=C(C=C2)OC)OC)OC)C=CC=C1B1OC(C(O1)(C)C)(C)C 2-fluoro-3-(4,4,5,5-tetramethyl-1,3,2-dioxaborolan-2-yl)-N-(2,3,4-trimethoxybenzyl)aniline